N-benzyl-methyl-aminopropylamine C(C1=CC=CC=C1)N(CCCN)C